t-Butyl peroxylaurate C(CCCCCCCCCCC)(=O)OOC(C)(C)C